4-methyl-1-[4-(4,4,5,5-tetramethyl-1,3,2-dioxaborolan-2-yl)phenethyl]piperazine CN1CCN(CC1)CCC1=CC=C(C=C1)B1OC(C(O1)(C)C)(C)C